CC=1N(C(=CN1)C1=CC=NC=C1)C1=CC=C(OCC2=NC3=CC=CC=C3C=C2)C=C1 2-((4-(2-methyl-5-(pyridin-4-yl)-1H-imidazol-1-yl)phenoxy)methyl)quinoline